O1CCCC23C(C=CC=C12)O3.[Na] sodium chroman oxide